C(#N)C(C)C1=C(C(=O)O)C=CC=C1 (1-cyanoethyl)benzoic acid